tert-butyl (7S)-7-[3-(benzyloxy)-3-oxopropyl]-6,9-dioxo-2,5,8-triazaspiro[3.5]nonane-2-carboxylate C(C1=CC=CC=C1)OC(CC[C@H]1C(NC2(CN(C2)C(=O)OC(C)(C)C)C(N1)=O)=O)=O